2-(4-(2-fluorobenzyl)-3-(4-sulfamoylbenzyl)-1H-indol-1-yl)thiazole-4-carboxylic acid FC1=C(CC2=C3C(=CN(C3=CC=C2)C=2SC=C(N2)C(=O)O)CC2=CC=C(C=C2)S(N)(=O)=O)C=CC=C1